2-(1,3-dioxoisoindolin-2-yl)-5-((S)-2-(methoxycarbonyl)pyrrolidin-1-yl)-5-oxopentanoic acid O=C1N(C(C2=CC=CC=C12)=O)C(C(=O)O)CCC(=O)N1[C@@H](CCC1)C(=O)OC